4-amino-5-fluoro-2-(2-methylphenoxy)benzonitrile NC1=CC(=C(C#N)C=C1F)OC1=C(C=CC=C1)C